methyl 2-[[4-[1-[(2,4-difluorophenyl)methoxy]pyrazol-3-yl]-1-piperidyl]methyl]-3-[(3-ethylimidazol-4-yl)methyl]benzimidazole-5-carboxylate FC1=C(C=CC(=C1)F)CON1N=C(C=C1)C1CCN(CC1)CC=1N(C2=C(N1)C=CC(=C2)C(=O)OC)CC=2N(C=NC2)CC